CC(CCCCC)OC(C[C@@H](C(CF)=O)NC(=O)[C@@]1(CC(=NO1)C1=NC=CC2=CC=CC=C12)C(C)C)=O (S)-5-fluoro-3-((R)-5-isopropyl-3-(isoquinolin-1-yl)-4,5-dihydroisoOxazol-5-carboxamido)-4-oxopentanoic acid hept-2-yl ester